C(C1=CC=CC=C1)OC=1C=C2C(=NN(C2=CC1)C1OCCCC1)C1=CNC=C1 5-(benzyloxy)-1-(oxan-2-yl)-3-(1H-pyrrol-3-yl)-1H-indazole